2-bromo-3-chlorobenzonitrile BrC1=C(C#N)C=CC=C1Cl